6-((3-methyl-1H-pyrazol-4-yl)methoxy)-N-(6-methylpyridin-3-yl)isoquinolin-1-amine CC1=NNC=C1COC=1C=C2C=CN=C(C2=CC1)NC=1C=NC(=CC1)C